(E)-6-(4-pyridyl)-4-[3-(trifluoromethyl)phenyl]aminoquinoline N1=CC=C(C=C1)C=1C=C2C(=CC=NC2=CC1)NC1=CC(=CC=C1)C(F)(F)F